4-(((5'-chloro-2'-((1-(4-((2,6-dioxopiperidin-3-yl)amino)benzyl)piperidin-4-yl)amino)-[2,4'-bipyridyl]-6-yl)amino)methyl)tetrahydro-2H-pyran-4-carbonitrile ClC=1C(=CC(=NC1)NC1CCN(CC1)CC1=CC=C(C=C1)NC1C(NC(CC1)=O)=O)C1=NC(=CC=C1)NCC1(CCOCC1)C#N